N-(3,5-dichloro-4-((3-(1-(difluoromethyl)cyclopropyl)-2-oxo-2,3-dihydro-1H-benzo[d]imidazol-5-yl)oxy)phenyl)-5-oxo-4,5-dihydro-1,2,4-oxadiazole-3-carboxamide ClC=1C=C(C=C(C1OC1=CC2=C(NC(N2C2(CC2)C(F)F)=O)C=C1)Cl)NC(=O)C1=NOC(N1)=O